O=C1N(C=CC(=C1)[C@@H]1CN(C2(CC2)C1)C(=O)OC(C)(C)C)C1CCNCC1 tert-butyl (R)-6-(2-oxo-1-(piperidin-4-yl)-1,2-dihydropyridin-4-yl)-4-azaspiro[2.4]heptane-4-carboxylate